N12C=CCCCNC2CCCCC1 1,7-diazabicyclo(6.5.0)tridecene